3-bromo-5-cyano-4-(2-hydroxypropan-2-yl)benzoic acid methyl ester COC(C1=CC(=C(C(=C1)C#N)C(C)(C)O)Br)=O